BrC1=CC=C(C=C1)C(C)NC(=O)C1CN(C(C1)=O)CC N-(1-(4-bromophenyl)ethyl)-1-ethyl-5-oxopyrrolidine-3-carboxamide